BrC1=CC=C(C(=O)C2CN(C2)C(=O)OC(C)(C)C)C=C1 tert-butyl 3-(4-bromobenzoyl)azetidine-1-carboxylate